(1S)-6-chloro-2-(4,6-dimethyl-1,3,5-triazin-2-yl)-1-{[(3S)-oxan-3-yl]methyl}-2,3,4,9-tetrahydro-1H-pyrido[3,4-b]indole ClC=1C=C2C3=C(NC2=CC1)[C@@H](N(CC3)C3=NC(=NC(=N3)C)C)C[C@H]3COCCC3